N1N=NN=C1/C=C/CN1C(N(C2=NC(=NC=C12)N)[C@@H]1O[C@@H]([C@H]([C@H]1O)F)CO)=O ((E)-3-(1H-tetrazol-5-yl)allyl)-2-amino-9-((2R,3S,4S,5R)-4-fluoro-3-hydroxy-5-(hydroxymethyl)tetrahydrofuran-2-yl)-7,9-dihydro-8H-purin-8-one